4-(3-benzhydryl-ureido)-N-(7-(hydroxyamino)-7-oxoheptyl)benzamide C(C1=CC=CC=C1)(C1=CC=CC=C1)NC(NC1=CC=C(C(=O)NCCCCCCC(=O)NO)C=C1)=O